ClC1=CC=C(C=C1)C=1C=C(C(N(N1)C1=NN(C=C1)C)=O)C(=O)N[C@H](CO)C 6-(4-chlorophenyl)-N-[(2S)-1-hydroxyprop-2-yl]-2-(1-methyl-1H-pyrazol-3-yl)-3-oxo-2,3-dihydropyridazine-4-carboxamide